3-DECEN CCC=CCCCCCC